OCCOC1=CC2=C(N(C=N2)C2=CC=C(C=C2)[NH-])C=C1 {4-[5-(2-hydroxyethoxyl)benzimidazol-1-yl]phenyl}amid